N-[(2-Amino-3-pyridyl)sulfonyl]-6-(1-methylindol-6-yl)-2-[(4S)-2,2,4-trimethylpyrrolidin-1-yl]pyridin-3-carboxamid NC1=NC=CC=C1S(=O)(=O)NC(=O)C=1C(=NC(=CC1)C1=CC=C2C=CN(C2=C1)C)N1C(C[C@@H](C1)C)(C)C